2,2-dimethyl-4-oxo-3,8,11-trioxa-5-aza-tetradecan CC(C)(OC(NCCOCCOCCC)=O)C